(3-(9-phenylfluoranthen-3-yl)phenyl)boronic acid C1(=CC=CC=C1)C1=CC=C2C3=CC=CC4=C(C=CC(C2=C1)=C43)C=4C=C(C=CC4)B(O)O